ethyl-trans-3-hexanolate C(C)CCC(CCC)[O-]